2-[(2E)-2-(aminomethyl)-3-fluoroprop-2-en-1-yl]-4-{2-[4-(morpholin-4-yl)phenyl]pyridin-4-yl}-2,4-dihydro-3H-1,2,4-triazol-3-one hydrochloride Cl.NC/C(/CN1N=CN(C1=O)C1=CC(=NC=C1)C1=CC=C(C=C1)N1CCOCC1)=C\F